(R)-N,N,N-trimethyl-2,3-dioleoyloxy-1-propanaminium chloride [Cl-].C[N+](C[C@H](COC(CCCCCCC\C=C/CCCCCCCC)=O)OC(CCCCCCC\C=C/CCCCCCCC)=O)(C)C